CN(CCCCC(C(C)C)N1CC2(C1)CN(CC2)C=2N=CN=NC2OC2=C(C(=O)N(C(C)C)CC)C=C(C=C2)F)C (-)-2-((5-(2-(7-(Dimethylamino)-2-methylhept-3-yl)-2,6-diazaspiro[3.4]oct-6-yl)-1,2,4-triazin-6-yl)oxy)-N-ethyl-5-fluoro-N-isopropylbenzamide